8-(3-chloro-2-methylphenyl)-9-(4-((1-(3,3-difluoropropyl)pyrrolidin-3-yl)methyl)phenyl)-6,7-dihydro-5H-benzo[7]annulene-3-carboxylic acid hydrochloride Cl.ClC=1C(=C(C=CC1)C=1CCCC2=C(C1C1=CC=C(C=C1)CC1CN(CC1)CCC(F)F)C=CC(=C2)C(=O)O)C